3-(2,5-dioxo-3-phenyl-2,5-dihydro-1H-pyrrol-1-yl)piperidine-2,6-dione O=C1N(C(C=C1C1=CC=CC=C1)=O)C1C(NC(CC1)=O)=O